tert-butyl-(1S,2aS,7bR)-7b-benzoyl-2a-methyl-1-(pyridin-2-yl)-1,2,2a,7b-tetrahydro-3H-cyclobuta[b]indole-3-carboxylate C(C)(C)(C)OC(=O)N1[C@@]2([C@](C=3C=CC=CC13)([C@H](C2)C2=NC=CC=C2)C(C2=CC=CC=C2)=O)C